COC1=CC=C(C=C1)CN1C(N(CCC1=O)C1=CN=CC2=CC=CC=C12)=O 4-(3-(4-methoxyphenylmethyl)-2,4-dioxotetrahydropyrimidin-1(2H)-yl)isoquinolin